4-(bis(t-butoxycarbonyl)amino)-3-((t-butoxycarbonyl)(propyl)carbamoyl)-7-fluoro-8-(5-fluoropyrimidin-4-yl)isoquinoline C(C)(C)(C)OC(=O)N(C1=C(N=CC2=C(C(=CC=C12)F)C1=NC=NC=C1F)C(N(CCC)C(=O)OC(C)(C)C)=O)C(=O)OC(C)(C)C